BrC=1C(=C2CCN=CC2=CC1)C 6-bromo-5-methyl-3,4-dihydroisoquinoline